C(CCC=CCC=CCCCCC)C=1C=C(C=C(C1)O)O 5-Trideca-4,7-dienyl-benzene-1,3-diol